2-chloro-6-(2-methyl-2H-pyrazolo[3,4-b]pyridin-5-yl)-4-phenylpyridine-3,5-dicarbonitrile ClC1=NC(=C(C(=C1C#N)C1=CC=CC=C1)C#N)C1=CC=2C(N=C1)=NN(C2)C